N-(cis-3-(2-methoxyethoxy)cyclobutyl)-5-(3-(2-methoxyethyl)-2-methyl-3H-imidazo[4,5-b]pyridin-5-yl)pyrrolo[2,1-f][1,2,4]triazin-2-amine COCCO[C@H]1C[C@H](C1)NC1=NN2C(C=N1)=C(C=C2)C2=CC=C1C(=N2)N(C(=N1)C)CCOC